tert-butyl (1-bromo-8,9-difluoro-5,6-dihydro-4H-pyrrolo[3,2,1-ij]quinolin-5-yl)carbamate BrC1=CN2CC(CC3=CC(=C(C1=C23)F)F)NC(OC(C)(C)C)=O